5-[(4R,10bS)-8-[(3R,4R)-3-amino-4-hydroxy-pyrrolidin-1-yl]-4-methyl-3,4,6,10b-tetrahydro-1H-pyrazino[2,1-a]isoindol-2-yl]quinoline-8-carbonitrile N[C@@H]1CN(C[C@H]1O)C=1C=C2CN3[C@@H](C2=CC1)CN(C[C@H]3C)C3=C1C=CC=NC1=C(C=C3)C#N